N[C@@H](CCC(=O)O)C(=O)N[C@@H](CC(=O)O)C(=O)N[C@@H](CCC(=O)[O-])C(=O)[O-] Glutamyl-aspartyl-glutamate